6-fluoro-4-trifluoromethyl-quinoline FC=1C=C2C(=CC=NC2=CC1)C(F)(F)F